C[C@H]1N([C@H](CNC1)C)C(=O)OC(C)(C)C |r| rac-tert-butyl (2R,6S)-2,6-dimethylpiperazine-1-carboxylate